(2R)-2-(((2S,5R)-2-carbamoyl-3-methyl-7-oxo-1,6-diazabicyclo[3.2.1]oct-3-en-6-yl)oxy)-2-fluoroacetic acid benzyl ester C(C1=CC=CC=C1)OC([C@@H](F)ON1[C@@H]2C=C([C@H](N(C1=O)C2)C(N)=O)C)=O